NC1=NC=C(C=C1CCC(=O)N)C1CC1 3-(2-amino-5-cyclopropylpyridin-3-yl)propanamide